N-[(2S,3R)-4,4-difluoro-2-[(2-fluoro[1,1'-biphenyl]-3-yl)methyl]-1-(2-methyl-propanoyl)pyrrolidin-3-yl]ethanesulfonamide FC1([C@@H]([C@@H](N(C1)C(C(C)C)=O)CC=1C(=C(C=CC1)C1=CC=CC=C1)F)NS(=O)(=O)CC)F